COC(=O)C=1N(C=CC1)C1=C(C(=C(C=C1)Br)F)N 1-(2-amino-4-bromo-3-fluorophenyl)-1H-pyrrole-2-carboxylic acid methyl ester